tert-Butyl 4-(4-bromo-1-methyl-1H-indol-2-yl)piperidine-1-carboxylate BrC1=C2C=C(N(C2=CC=C1)C)C1CCN(CC1)C(=O)OC(C)(C)C